C[C@H]1N(C[C@@H](N(C1)C=1C2=C(N=CN1)N(C=C2B2OC(C(O2)(C)C)(C)C)S(=O)(=O)C2=CC=C(C)C=C2)C)C(=O)OC(C)(C)C tert-butyl (2R,5S)-2,5-dimethyl-4-(5-(4,4,5,5-tetramethyl-1,3,2-dioxaborolan-2-yl)-7-tosyl-7H-pyrrolo[2,3-d]pyrimidin-4-yl)piperazine-1-carboxylate